(S)-N-(6-chloropyridin-3-yl)-6-(2-(3-methylmorpholino)ethoxy)isoquinolin-1-amine ClC1=CC=C(C=N1)NC1=NC=CC2=CC(=CC=C12)OCCN1[C@H](COCC1)C